2-(3-vinylphenyl)acetonitrile C(=C)C=1C=C(C=CC1)CC#N